N-(1-bicyclo[1.1.1]pentyl)-4-hydroxy-1-(2-morpholinoethyl)-2-oxo-1,8-naphthyridine-3-carboxamide C12(CC(C1)C2)NC(=O)C=2C(N(C1=NC=CC=C1C2O)CCN2CCOCC2)=O